C1(CCC1)CN1CCC(CC1)C=1C=C2C(=C(NC2=CC1)C1=CC(=NC(=C1)C)C)C(C)C 5-(1-(cyclobutylmethyl)piperidin-4-yl)-2-(2,6-dimethylpyridin-4-yl)-3-isopropyl-1H-indole